CC(CCC(CO)CCC)C 5-methyl-2-propylhexanol